C1(=CC=CC=C1)N(C1=CC=C(C=C1)N)S(=O)(=O)C1=CC=C(C)C=C1 phenyl-N'-(p-toluenesulfonyl)-p-phenylenediamine